FC(OC1=CC=C(C=C1)C1(CC1)C(=O)N1CC2=NNC=C2[C@H]1C(=O)O)(F)F (4S)-5-[1-[4-(Trifluoromethoxy)phenyl]cyclopropanecarbonyl]-4,6-dihydro-2H-pyrrolo[3,4-c]pyrazole-4-carboxylic acid